N1C(=CC2=CC=CC=C12)C=1C=NC(=NC1)N1CCC(CC1)O 1-(5-(1H-Indol-2-yl)pyrimidin-2-yl)piperidin-4-ol